elaidyl eleostearate C(CCCCCCCC=CC=CC=CCCCC)(=O)OCCCCCCCC\C=C\CCCCCCCC